4-((6-cyclopropylpyridin-3-yl)amino)-2-(pyrrolidin-1-yl)pyrimidine-5-carboxylic acid C1(CC1)C1=CC=C(C=N1)NC1=NC(=NC=C1C(=O)O)N1CCCC1